O=C1NC(=CC(=C1)C1=NC(=NO1)C(=O)OCC)C(F)(F)F ethyl 5-(2-oxo-6-(trifluoromethyl)-1,2-dihydropyridin-4-yl)-1,2,4-oxadiazole-3-carboxylate